CC1=CC(=NC2=C3C(=CC=C12)C=CC=C3)C#N 4-methyl-2-cyanobenzo[h]quinoline